CC1(CCC=2C(=NNC2C1)C=1NC2=CC(=CC=C2C1)C(=O)N1CCN(CC1)CCC#CC1=CC=C(C=C1)[C@@H]1C(NC(CC1)=O)=O)C |r| rac-(R)-3-[4-(4-{4-[2-(6,6-dimethyl-1,4,5,7-tetrahydroindazol-3-yl)-1H-indole-6-carbonyl]piperazin-1-yl}but-1-yn-1-yl)phenyl]piperidine-2,6-dione